3-(2-methylbenzyl)thiazolidin-2-one CC1=C(CN2C(SCC2)=O)C=CC=C1